C(C=C)(=O)O.C(CC)NC(OO)=O hydroxy propyl-carbamate acrylate